ClC=1C=C2C=C(NC2=CC1OCC1=CC(=NO1)C)CNC(OC)=O methyl ({5-chloro-6-[(3-methyl-5-isoxazolyl)methoxy]-2-indolyl}methyl)carbamate